CC1(C(NC2=CC=C(C=C12)N1C(N2C(CNCC2)=C1C(=O)N)=O)=O)C 2-(3,3-dimethyl-2-oxo-indolin-5-yl)-3-oxo-6,8-dihydro-5H-imidazo[1,5-a]pyrazine-1-carboxamide